CC1=NC(=CC(=N1)NC1=NN2C(C=C(C=C2)C2=CC(=NC=C2OC[C@@]23CN[C@@H](CO2)C3)C)=C1)C N-(2,6-dimethylpyrimidin-4-yl)-5-[2-methyl-5-[[(1R,4R)-5-oxa-2-azabicyclo[2.2.1]heptan-4-yl]methoxy]-4-pyridyl]pyrazolo[1,5-a]pyridin-2-amine